CN1N=C(C=C1)N1CCN(CC1)S(=O)(=O)C1=CC=C(N)C=C1 4-((4-(1-methyl-1H-pyrazol-3-yl)piperazin-1-yl)sulfonyl)aniline